tert-butyl-[(3,6-dihydro-2H-pyran-4-yl)oxy]di(methyl)silane C(C)(C)(C)[Si](C)(C)OC=1CCOCC1